ClC1=C(N=C(NC1=O)C1=CC(=NC=C1)F)N1CCCCC1 5-chloro-2-(2-fluoro-4-pyridinyl)-4-(1-piperidinyl)-1H-pyrimidin-6-one